cyclopropyl-1-[(3R)-1-(2-hydroxyacetyl)piperidin-3-yl]-3-[(3-phenyl-1,2-oxazol-5-yl)methyl]urea C1(CC1)N(C(=O)NCC1=CC(=NO1)C1=CC=CC=C1)[C@H]1CN(CCC1)C(CO)=O